aluminium sulfate potassium salt [K+].S(=O)(=O)([O-])[O-].[Al+3].S(=O)(=O)([O-])[O-]